2-(7-Chloro-4-oxothiochroman-3-yl)-2-oxoacetic acid ethyl ester C(C)OC(C(=O)C1CSC2=CC(=CC=C2C1=O)Cl)=O